C(C1=CC=CC=C1)(=O)OC[C@H]1O[C@H]([C@H]([C@H]([C@@H]1OC(C1=CC=CC=C1)=O)OC(C1=CC=CC=C1)=O)C(F)(F)F)OC[C@H]1O[C@@H]([C@@H](C([C@@H]1OCC1=CC=CC=C1)OCC1=CC=CC=C1)OCC1=CC=CC=C1)OC (2R,3S,4R,5S,6R)-2-(benzoyloxymethyl)-3,4-bis(benzoyloxy)-5-(trifluoromethyl)-6-(((2R,3R,5R,6S)-3,4,5-tris(benzyloxy)-6-methoxytetrahydro-2H-pyran-2-yl)methoxy)tetrahydropyran